NCCCCCCNC(=NC1CCCCC1)NC1CCCCC1 1-(6-aminohexyl)-2,3-dicyclohexylguanidine